BrC1=CC=C(C=C1)N1N=C(N=C1C)C(=O)OCC ethyl 1-(4-bromophenyl)-5-methyl-1H-1,2,4-triazole-3-carboxylate